6-[4-(difluoromethyl)phenyl]-3-oxo-2-(pyridin-3-yl)-N-(1,1,1-trifluoro-3-hydroxypropan-2-yl)-2,3-dihydropyridazine-4-carboxamide FC(C1=CC=C(C=C1)C=1C=C(C(N(N1)C=1C=NC=CC1)=O)C(=O)NC(C(F)(F)F)CO)F